FC(C=1C(=C(C=CC1)[C@@H](C)NC=1C2=C(N=C(N1)C)N=C(C(=C2)C2=CC=NC=C2)N2CCCC2)F)F (R)-N-(1-(3-(difluoromethyl)-2-fluorophenyl)ethyl)-2-methyl-6-(pyridin-4-yl)-7-(pyrrolidin-1-yl)pyrido[2,3-d]pyrimidin-4-amine